C(C)(C)(C)OC(=O)N1C(C2=CC=CC=C2CC1C)OCCCC=1N(C(=CC1Br)C#N)C [3-(3-bromo-5-cyano-1-methyl-1H-pyrrol-2-yl)propoxy]-3-methyl-3,4-dihydroisoquinoline-2(1H)-carboxylic acid tert-butyl ester